COC(=O)[C@H]1N(CC[C@@H]1NC1=NC=C(C=C1C)C)C(=O)OC(C)(C)C (2S,3S)-3-(3,5-dimethylpyridin-2-ylamino)pyrrolidine-1,2-dicarboxylic acid 1-tert-butyl ester 2-methyl ester